methyl 2-(2-fluorophenyl)-1,3-thiazole-4-carboxylate FC1=C(C=CC=C1)C=1SC=C(N1)C(=O)OC